N-(3-chloro-4-(trifluoromethyl)phenyl)-6,7,8,9-tetrahydro-5H-5,8-epiminocyclohepta[d]-pyrimidine-10-carboxamide ClC=1C=C(C=CC1C(F)(F)F)NC(=O)N1C2CCC1CC=1N=CN=CC12